CC=1C(=C(C=C(C1)C(F)(F)F)O)C1=CC2=C(N=N1)N(CC2)C[C@@H]2CN(CCO2)C (S)-3-methyl-2-[7-[(4-methyl-morpholin-2-yl)-methyl]-5,6-di-hydropyrrolo[2,3-c]pyridazin-3-yl]-5-(trifluoromethyl)phenol